1-(3-chloro-5-fluorophenyl)-5,5-difluoro-3-(methylsulfonyl)-4,5,6,7-tetrahydro-1H-indol-4-ol ClC=1C=C(C=C(C1)F)N1C=C(C=2C(C(CCC12)(F)F)O)S(=O)(=O)C